The molecule is a carboxamidinium ion obtained by protonation of both amindino groups of pentamidine. It is a conjugate acid of a pentamidine. C1=CC(=CC=C1C(=[NH2+])N)OCCCCCOC2=CC=C(C=C2)C(=[NH2+])N